eicosyl bromoacetate BrCC(=O)OCCCCCCCCCCCCCCCCCCCC